C1(C=CC(N1)=[Se])=[Se] diselenomaleimide